C(C=C)(=O)O.OC(CO)O 2-hydroxyethyleneglycol acrylate